4-formyl-5-hydroxy-6-methyl-1,3-phenylenebis(4-methylbenzenesulfonate) C(=O)C1=C(C=C(C(=C1O)C)C1=C(C=CC(=C1)C)S(=O)(=O)[O-])C1=C(C=CC(=C1)C)S(=O)(=O)[O-]